C(=O)O.C(C)NC(NC1=CC(=NC=N1)CN1CCN(CC1)C=1C=CC(=NC1C)C(=O)NC)=O 5-(4-((6-(3-ethylureido)pyrimidin-4-yl)methyl)piperazin-1-yl)-N,6-dimethylpicolinamide formate